(2S)-1-fluoro-propan-2-amine FC[C@H](C)N